[F-].[NH3+][Zn] Ammoniozinc fluoride